N-(4-{[6-(5-Chloro-2-Fluorophenyl)-3-Methylpyridazin-4-yl]Amino}Pyridin-2-yl)-3-{2-Methyl-5-Oxa-2,8-Diazaspiro[3.5]Nonan-8-yl}Propanamid ClC=1C=CC(=C(C1)C1=CC(=C(N=N1)C)NC1=CC(=NC=C1)NC(CCN1CCOC2(CN(C2)C)C1)=O)F